tert-butyl 3-[7-(8-chloro-3-hydroxy-1-naphthyl)-8-fluoro-2-(2-oxoethoxy)pyrido[4,3-d]pyrimidin-4-yl]-3,8-diazabicyclo[3.2.1]octane-8-carboxylate ClC=1C=CC=C2C=C(C=C(C12)C1=C(C=2N=C(N=C(C2C=N1)N1CC2CCC(C1)N2C(=O)OC(C)(C)C)OCC=O)F)O